(E)-1-methyl-4-(phenyldiazenyl)-3-(tetrahydro-2H-pyran-4-yl)-1H-pyrazole-5-carboxylic acid ethyl ester C(C)OC(=O)C1=C(C(=NN1C)C1CCOCC1)\N=N\C1=CC=CC=C1